dl-O-p-toluenesulfonyl-alpha-D-glucopyranose CC1=CC=C(C=C1)S(=O)(=O)O[C@@H]1[C@H](O)[C@@H](O)[C@H](O)[C@H](O1)CO